(rac)-Cis-7-cyclobutoxy-N-(1-(2-fluorocyclopropyl)-2-oxo-1,2-dihydropyridin-3-yl)-2-(1-methyl-2-oxabicyclo[2.1.1]hexan-4-yl)imidazo[1,2-a]pyrimidine-6-carboxamide C1(CCC1)OC1=NC=2N(C=C1C(=O)NC=1C(N(C=CC1)C1C(C1)F)=O)C=C(N2)[C@@]21CO[C@@](C2)(C1)C